O1CC(C1)(CO)CO Oxetane-3,3-diyldimethanol